C12CCCC(CC1)C2N bicyclo[3.2.1]Octane-8-amine